calcium malate C(C(O)CC(=O)[O-])(=O)[O-].[Ca+2]